N-((1R,3S)-3-((4-(4-fluoro-1-isopropyl-1H-benzo[d]imidazol-6-yl)-5-methylpyridin-2-yl)carbamoyl)cyclohexyl)morpholine-4-carboxamide FC1=CC(=CC=2N(C=NC21)C(C)C)C2=CC(=NC=C2C)NC(=O)[C@@H]2C[C@@H](CCC2)NC(=O)N2CCOCC2